(S*)-2-[1-(3-methoxyphenyl)-2-nitroethyl]malonic acid dimethyl ester COC(C(C(=O)OC)[C@H](C[N+](=O)[O-])C1=CC(=CC=C1)OC)=O |o1:8|